N-[2-[[(1S)-1-cyano-2-[(3S)-2-oxo-3-piperidyl]ethyl]amino]-1-[(2,2-dimethylcyclopropyl)methyl]-2-oxo-ethyl]-4-methoxy-1H-indole-2-carboxamide C(#N)[C@H](C[C@H]1C(NCCC1)=O)NC(C(CC1C(C1)(C)C)NC(=O)C=1NC2=CC=CC(=C2C1)OC)=O